4-trifluoromethoxybenzeneoxyacetic acid FC(OC1=CC=C(C=C1)OCC(=O)O)(F)F